[Yb].[Tm].[Nd].C(C)(C)NC(=O)C=1SC(=CC1)C=1C=NC(=CC1)OC N-isopropyl-5-(6-methoxypyridin-3-yl)thiophene-2-carboxamide neodymium-thulium-ytterbium